4-[4,5-Dicarboxy-2-[4-[4-[(E)-3-oxo-3-phenylprop-1-enyl]phenyl]phenoxy]phenyl]-5-[4-[4-[(E)-3-oxo-3-phenylprop-1-enyl]phenyl]phenoxy]phthalic acid C(=O)(O)C1=CC(=C(C=C1C(=O)O)C=1C=C(C(C(=O)O)=CC1OC1=CC=C(C=C1)C1=CC=C(C=C1)\C=C\C(C1=CC=CC=C1)=O)C(=O)O)OC1=CC=C(C=C1)C1=CC=C(C=C1)\C=C\C(C1=CC=CC=C1)=O